C(=O)C12CC(C1)(C2)N2C(N1[C@@H](CN(CC1)C(=O)OC(C)(C)C)C2)=O tert-butyl (R)-2-(3-formylbicyclo[1.1.1]pentan-1-yl)-3-oxohexahydroimidazo[1,5-a]pyrazine-7(1H)-carboxylate